C[C@@H]1CC[C@H](N(C1)C(=O)OC(C)(C)C)C1=CC=C(C=C1)C=1N(N=CC1)C1OCCCC1 tert-butyl (2S,5R)-5-methyl-2-[4-(2-tetrahydropyran-2-ylpyrazol-3-yl)phenyl]piperidine-1-carboxylate